N-(3-chloro-5-(methylsulfonamido)phenyl)-5-methyl-4-(5-(methylamino)pyrimidin-2-yl)thiophene-2-carboxamide ClC=1C=C(C=C(C1)NS(=O)(=O)C)NC(=O)C=1SC(=C(C1)C1=NC=C(C=N1)NC)C